bis(2-methyl-4-ethyl-indenyl)zirconium dichloride [Cl-].[Cl-].CC=1C(C2=CC=CC(=C2C1)CC)[Zr+2]C1C(=CC2=C(C=CC=C12)CC)C